O1C=C(C=C1)C=1C(=CC2=CN(N=C2C1)CCC(C)(C)O)NC(C1=CC(C(=O)N)=CC=C1)=O N-(6-(furan-3-yl)-2-(3-hydroxy-3-methylbutyl)-2H-indazol-5-yl)isophthalamide